ClC=1C(=NC(=C(C1)[N+](=O)[O-])OC)N1CCC(CC1)N1CCN(CC1)C 1-(1-(3-chloro-6-methoxy-5-nitropyridin-2-yl)piperidin-4-yl)-4-methylpiperazine